3,5,7,9-tridecatetrayn-1-ol C(CC#CC#CC#CC#CCCC)O